(Z)-1-(3-(4-((4-([1,2,4]triazolo[1,5-a]pyridin-7-yloxy)-3-methylphenyl)amino)pyrrolo[2,1-f][1,2,4]triazin-5-yl)azetidin-1-yl)-3-(tetrahydro-1H-pyrrolizin-7a(5H)-yl)prop-2-en-1-one N=1C=NN2C1C=C(C=C2)OC2=C(C=C(C=C2)NC2=NC=NN1C2=C(C=C1)C1CN(C1)C(\C=C/C12CCCN2CCC1)=O)C